C(#N)C1(CC1)C1=CC=C(C=C1)B(O)O (4-(1-cyanocyclopropyl)phenyl)boronic acid